ClC=1C(=CC=C2N=CC(=NC12)C=1C=NN(C1)C1CCN(CC1)CC(=O)NC)OC=1C=CC2=C(N(C(=N2)C)COCC[Si](C)(C)C)C1 2-(4-(4-(8-Chloro-7-((2-methyl-1-((2-(trimethylsilyl)ethoxy)methyl)-1H-benzo[d]imidazol-6-yl)oxy)quinoxalin-2-yl)-1H-pyrazol-1-yl)piperidin-1-yl)-N-methylacetamide